C1(CC1)C1=C(C(=NO1)C1=C(C=NC=C1Cl)Cl)COC1OC2(CCC1CC2)C(=O)O ((5-cyclopropyl-3-(3,5-dichloropyridin-4-yl)isoxazol-4-yl)methoxy)-2-oxabicyclo[2.2.2]octane-1-carboxylic acid